C=C1C(C(NC(N1)=O)=O)F methylene-5-fluorouracil